BrC=1C=C(C=C(C1)Br)N(C(C1=CC=CC=C1)=O)O N-(3,5-dibromophenyl)-N-hydroxybenzamide